C[Si](OCCO[Si](C)(C)C)(C)C 1,2-bis(trimethylsiloxy)ethane